(1Z,2Z)-N-(tert-butyl)-N'-hydroxy-2-(hydroxyimino)-2-(4-iodophenyl)acetimidamide C(C)(C)(C)N\C(\C(\C1=CC=C(C=C1)I)=N/O)=N/O